COC(=O)C1=NC(=C(N=C1N)C(F)F)Br.C(C)OC1=CC(N(C=C1C=1C=NN(C1)CC1=CC=C(C=C1)C)C)=O 4-ethoxy-1-methyl-5-(1-(4-methylbenzyl)-1H-pyrazol-4-yl)pyridin-2(1H)-one Methyl-3-amino-6-bromo-5-(difluoromethyl)pyrazine-2-carboxylate